1-(6-(Pyridin-4-yl)chinolin-2-yl)piperidin N1=CC=C(C=C1)C=1C=C2C=CC(=NC2=CC1)N1CCCCC1